ClC=1C=C(CN2CCC(CC2)CN2N=NC(=C2)C2=C(NC3=CC=C(C=C23)F)C(=O)OCC(C)C)C=CC1OCC(C)C isobutyl 3-(1-((1-(3-chloro-4-isobutoxybenzyl)piperidin-4-yl)methyl)-1H-1,2,3-triazol-4-yl)-5-fluoro-1H-indole-2-carboxylate